C1(CC1)CC=O 2-cyclopropylethane-1-one